(hex-5-en-1-yloxy)dimethylphenylsilane C(CCCC=C)O[Si](C1=CC=CC=C1)(C)C